3-[[4-[2-[(6-tert-butyl-5-methyl-pyrrolo[2,3-b]pyrazin-3-yl)methylamino]-3-(3,3-difluorocyclobutyl)propoxy]-6-(2,6-dimethylphenyl)pyrimidin-2-yl]sulfamoyl]benzoic acid C(C)(C)(C)C1=CC=2C(=NC(=CN2)CNC(COC2=NC(=NC(=C2)C2=C(C=CC=C2C)C)NS(=O)(=O)C=2C=C(C(=O)O)C=CC2)CC2CC(C2)(F)F)N1C